C(C)C1=C(C=CC=C1)N1C(N(C2=CC=CC=C2C1=O)CC1=CC=C(C(=O)NO)C=C1)=O 4-((3-(2-ethylphenyl)-2,4-dioxo-3,4-dihydroquinazolin-1(2H)-yl)methyl)-N-hydroxybenzamide